C(C1=CC=CC=C1)OC1=NC(=CC=C1C1=NN(C2=CC(=CC=C12)N1[C@@H](C[C@H](CC1=O)N(C(OC(C)(C)C)=O)C)C)C)OCC1=CC=CC=C1 tert-butyl ((2R,4R)-1-(3-(2,6-bis(benzyloxy)pyridin-3-yl)-1-methyl-1H-indazol-6-yl)-2-methyl-6-oxopiperidin-4-yl)(methyl)carbamate